[3-(6-tert-Butyl-3-pyridyl)azetidin-1-yl]-[(3S)-3-(1H-triazol-5-yl)pyrrolidin-1-yl]methanone C(C)(C)(C)C1=CC=C(C=N1)C1CN(C1)C(=O)N1C[C@H](CC1)C1=CN=NN1